rac-(7S)-7-tert-butyl-N-[rac-(1R)-1-[6-(2-hydroxyethoxy)-3-pyridyl]-3-(4-hydroxy-1-piperidyl)propyl]-5,6,7,8-tetrahydrothiazolo[5,4-b]quinoline-2-carboxamide C(C)(C)(C)[C@@H]1CC=2C=C3C(=NC2CC1)SC(=N3)C(=O)N[C@H](CCN3CCC(CC3)O)C=3C=NC(=CC3)OCCO |r|